((1S,3S)-3-((6-(trifluoromethyl)-1,2,4-triazin-3-yl)amino)cyclopentyl)amine FC(C1=CN=C(N=N1)N[C@@H]1C[C@H](CC1)N)(F)F